4,4'-bis(2-hydroxyethoxy)benzophenone OCCOC1=CC=C(C(=O)C2=CC=C(C=C2)OCCO)C=C1